C1=CC=CC=2C3=CC=CC=C3N(C12)C(=O)OCCOCCOC1=CC(=CC(=C1)N(C)C)OCCOCCOC(=O)N1C2=CC=CC=C2C=2C=CC=CC12 2-[2-(3-{2-[2-(9-carbazolylcarbonyloxy)ethoxy]ethoxy}-5-(dimethylamino)phenoxy)ethoxy]ethyl 9-carbazolecarboxylate